(pyridine) copper (II) bis(triflate) [O-]S(=O)(=O)C(F)(F)F.[O-]S(=O)(=O)C(F)(F)F.[Cu+2].N1=CC=CC=C1